COC(=O)CNCCC(=O)OC methyl 3-(methoxycarbonylmethyl-amino)-propionate